spiro[cyclopropane-1,4'-isoquinolin]-1'-one C1(N=CC2(C3=CC=CC=C13)CC2)=O